[Si](C1=CC=CC=C1)(C1=CC=CC=C1)(C(C)(C)C)O[C@@H]1C[C@H](N2C1=NNC2=O)C(=O)OC methyl (5S,7R)-7-((tert-butyldiphenylsilyl)oxy)-3-oxo-2,5,6,7-tetrahydro-3H-pyrrolo[2,1-c][1,2,4]triazole-5-carboxylate